(1R,2R,3S)-3-hydroxy-2,3-dimethylcyclobutyl (8-amino-7-fluoro-6-(8-methyl-2,3-dihydro-1H-pyrido[2,3-b][1,4]oxazin-7-yl)isoquinolin-3-yl)carbamate NC=1C(=C(C=C2C=C(N=CC12)NC(O[C@H]1[C@H]([C@@](C1)(C)O)C)=O)C1=C(C2=C(OCCN2)N=C1)C)F